N-(2-ethylphenyl)-5-oxo-1-thioxo-4,5-dihydro-1H-[1,3]dioxolo[4,5-g]thiazolo[3,4-a]quinazoline-3-carboxamide C(C)C1=C(C=CC=C1)NC(=O)C=1SC(N2C1NC(C1=CC3=C(C=C21)OCO3)=O)=S